ClC1=CC=C(C=C1)N1N=C(C=C1)OC=1C=C2C(=C(C(=NC2=C(C1)C)CC)C)O 6-((1-(4-chlorophenyl)-1H-pyrazol-3-yl)oxy)-2-ethyl-3,8-dimethylquinolin-4-ol